methyl 3,5-dihydroxypicolinate OC=1C(=NC=C(C1)O)C(=O)OC